C1(CCCCC1)C1=CN=C(S1)N1CC[C@H]2CCNC[C@H]2C1=O (4aR,8aS)-7-(5-Cyclohexylthiazol-2-yl)-8-oxooctahydro-2,7-naphthyridin